N[C@H](CO)C1=C(C=C(C=C1)C)O (S)-2-(1-amino-2-hydroxyethyl)-5-methylphenol